α,α-bis(dimethylphenyl)-δ-valerolactone CC=1C(=C(C=CC1)C1(C(=O)OCCC1)C1=C(C(=CC=C1)C)C)C